N-(6-(6-(1-(azetidin-3-yl)-1H-pyrazol-4-yl)imidazo[1,2-b]pyridazin-3-yl)pyridin-2-yl)-2-azaspiro[3.4]octan-6-amine N1CC(C1)N1N=CC(=C1)C=1C=CC=2N(N1)C(=CN2)C2=CC=CC(=N2)NC2CC1(CNC1)CC2